3-(2-(Dimethylamino)ethyl)-1H-indol-4-yl 1-methylazetidine-3-carboxylate CN1CC(C1)C(=O)OC1=C2C(=CNC2=CC=C1)CCN(C)C